ClC=1C(=C2N=C(N=C3C2=C([C@@H]([C@@H]([C@H]2[C@@H]4CC[C@](CN32)(N4C(=O)OC(C)(C)C)F)C)C)N1)SCC)F tert-butyl (4R,5S,5aS,6S,9S)-2-chloro-12-(ethylthio)-1,9-difluoro-4,5-dimethyl-4,5,5a,6,7,8,9,10-octahydro-3,10a,11,13,14-pentaaza-6,9-methanonaphtho[1,8-ab]heptalene-14-carboxylate